(2-chloro-3-fluorophenyl)(1-fluorocyclopropyl)methanone ClC1=C(C=CC=C1F)C(=O)C1(CC1)F